1-(allyloxy)-4-methyl-2-(phenylethynyl)benzene C(C=C)OC1=C(C=C(C=C1)C)C#CC1=CC=CC=C1